butyl [(4-cyanobicyclo[2.2.2]octan-1-yl)methyl]carbamate C(#N)C12CCC(CC1)(CC2)CNC(OCCCC)=O